ClC1=C2C(=NC(=C1)C#N)C=CO2 7-chlorofuro[3,2-b]pyridine-5-carbonitrile